ClC1=CC=CC(=N1)O 6-Chloropyridol